[Cl-].[Cl-].C(CCCCCCC)N.C(CCCCCCC)N bis-(1-octylamine) dichloride